6-(2-chlorophenyl)-3-(4-isoquinolyl)-1-[(1-methyl-1,2,4-triazol-3-yl)methyl]thieno[3,2-d]pyrimidine-2,4-dione ClC1=C(C=CC=C1)C1=CC=2N(C(N(C(C2S1)=O)C1=CN=CC2=CC=CC=C12)=O)CC1=NN(C=N1)C